CC(CC(CC)=O)=O.CC(CC(CC)=O)=O.CC(CC(CC)=O)=O.[Ti] titanium tris(2,4-hexanedione)